L-4-vinylphenylboronic acid C(=C)C1=CC=C(C=C1)B(O)O